C(C)(C)(C)C1=CC=C(C=C1)N1N=CC=CC1=O 1-(4-(tert-butyl)phenyl)-6-oxo-1,6-dihydropyridazine